C(C1=CC=CC=C1)OC(=O)C1CC(CC1)=O benzyl-3-oxocyclopentane-1-carboxylate